3-[3-(3,4,5-trimethoxyphenyl)-1H-pyrazolo[3,4-b]pyridin-4-yl]aniline COC=1C=C(C=C(C1OC)OC)C1=NNC2=NC=CC(=C21)C=2C=C(N)C=CC2